tert-butyl (2S,4R)-2-((6-bromo-3-cyclopropylpyridin-2-yl)carbamoyl)-4-fluoropyrrolidine-1-carboxylate BrC1=CC=C(C(=N1)NC(=O)[C@H]1N(C[C@@H](C1)F)C(=O)OC(C)(C)C)C1CC1